[Cl-].C1(=CC=CC=C1)C1CCC(CC1)[NH3+] (1s,4s)-4-Phenylcyclohexan-1-aminium chloride